C(CCC)(=O)NC1=NC=CC(=C1)CN1CCN(CC1)C=1C=CC(=NC1C)C(=O)NC1COC1 5-(4-((2-butyramidopyridin-4-yl)methyl)piperazin-1-yl)-6-methyl-N-(oxetan-3-yl)picolinamide